(E)-3'-(5-amino-2-chloro-4-fluoro-3-methylbenzamido)-N-(4-(3-(hydroxyamino)-3-oxoprop-1-en-1-yl)benzyl)-4'-(4-methylpiperazin-1-yl)-[1,1'-biphenyl]-4-carboxamide NC=1C(=C(C(=C(C(=O)NC=2C=C(C=CC2N2CCN(CC2)C)C2=CC=C(C=C2)C(=O)NCC2=CC=C(C=C2)\C=C\C(=O)NO)C1)Cl)C)F